S1C=C(C=C1)NC(OC(C)(C)C)=O tert-Butyl thiophen-3-ylcarbamate